C(CCC)C=1C(=C(C(=O)N)C(=CC1)OC)I butyl-2-iodo-6-methoxybenzamide